1-(2-Hydroxy-4-(4-methylpyridin-3-yl)phenyl)ethan-1-one methyl-(R)-4-(3-fluoro-2-((S)-1-fluoroethyl)phenyl)-2-(fluoromethyl)-5-oxo-1,4,5,7-tetrahydrofurano[3,4-b]pyridine-3-carboxylate COC(=O)C=1[C@@H](C2=C(NC1CF)COC2=O)C2=C(C(=CC=C2)F)[C@H](C)F.OC2=C(C=CC(=C2)C=2C=NC=CC2C)C(C)=O